C1(CC1)NC(=O)C1CC1 N-cyclopropyl-cyclopropanecarboxamide